2-chloro-6-hydrazinyl-9H-purine ClC1=NC(=C2N=CNC2=N1)NN